C(C)(=O)N[C@H]1C[C@H](CCC1)C(=O)NC1=NC=C(C(=C1)C1=CC2=C3N(N=C2C=C1)CCC3C)Cl (1S,3R)-3-acetylamino-N-(5-chloro-4-(1-methyl-2,3-dihydro-1H-pyrrolo[1,2-b]indazol-8-yl)pyridin-2-yl)cyclohexane-1-carboxamide